5-((4-(2-(4-methoxyphenoxy)ethyl)piperazin-1-yl)sulfonyl)indoline-2,3-dione COC1=CC=C(OCCN2CCN(CC2)S(=O)(=O)C=2C=C3C(C(NC3=CC2)=O)=O)C=C1